NCC=1C=C(C=CC1)N1N=C(C=C1C(=O)NC1=CC(=CC=C1)C(C1=C(C=CC2=CC=CC=C12)OC)OCC1CC1)C(F)(F)F 1-(3-(aminomethyl)phenyl)-N-(3-((cyclopropylmethoxy)(2-methoxynaphthalen-1-yl)methyl)phenyl)-3-(trifluoromethyl)-1H-pyrazole-5-carboxamide